(4-cyclopropyl-1H-imidazol-1-yl)-2-fluoro-4-methylbenzamide C1(CC1)C=1N=CN(C1)C=1C(=C(C(=O)N)C=CC1C)F